C(C=CCCCCCCCCCCCCC(=O)O)(=O)O n-hexadecenedioic acid